1H-Cycloprop[e]azulen C1C2=C3C=CC=C3C=CC=C21